2-(1H-indol-3-yl)-2-oxoacetyl chloride N1C=C(C2=CC=CC=C12)C(C(=O)Cl)=O